(2R,3R)-4-Azido-3-Fluorobutane-1,2-Diol N(=[N+]=[N-])C[C@H]([C@@H](CO)O)F